(S)-4-(4-acryloyl-2-methylpiperazin-1-yl)-7-(2-chloropyridin-3-yl)-6-fluoro-1-(2-isopropyl-6-(methylsulfonyl)phenyl)pyridino[2,3-d]pyrimidin-2(1H)-one C(C=C)(=O)N1C[C@@H](N(CC1)C=1C2=C(N(C(N1)=O)C1=C(C=CC=C1S(=O)(=O)C)C(C)C)N=C(C(=C2)F)C=2C(=NC=CC2)Cl)C